C1(=CC=CC=C1)N(C1=NC(=NC(=N1)N)N)C1=CC=CC=C1 N,N-diphenyl-melamine